2-(5-(3-(4-cyclobutylpiperidin-1-yl)phenyl)-2-(cyclopropylmethyl)-1-(3-fluoro-4-sulfamoylbenzyl)-1H-pyrrol-3-yl)thiazole-4-carboxylic acid C1(CCC1)C1CCN(CC1)C=1C=C(C=CC1)C1=CC(=C(N1CC1=CC(=C(C=C1)S(N)(=O)=O)F)CC1CC1)C=1SC=C(N1)C(=O)O